5-(benzo[b]thiophen-5-yl)-N-(5,6-difluoro-1H-indol-3-yl)isoindoline-2-carboxamide S1C2=C(C=C1)C=C(C=C2)C=2C=C1CN(CC1=CC2)C(=O)NC2=CNC1=CC(=C(C=C21)F)F